1-[5-chloro-3-(1-hydroxyethyl)-6-[5-[(6-methylpyridazin-3-yl)amino]benzimidazol-1-yl]-2-pyridinyl]pyrazole-3-carbonitrile ClC=1C=C(C(=NC1N1C=NC2=C1C=CC(=C2)NC=2N=NC(=CC2)C)N2N=C(C=C2)C#N)C(C)O